4-(5-(isoquinolin-4-yl)-1H-indol-2-yl)-N,N-dimethylpyridin-2-amine C1=NC=C(C2=CC=CC=C12)C=1C=C2C=C(NC2=CC1)C1=CC(=NC=C1)N(C)C